2-[(2-Bromophenyl)methoxy]acetic acid tert-butyl ester C(C)(C)(C)OC(COCC1=C(C=CC=C1)Br)=O